ClC=1C=C(C=C(C1)Cl)C1=CC(=CC(=C1)OC=1C=NC(=CC1)N1CC(NCC1)(C)C)CNC 1-(3',5'-dichloro-5-((6-(3,3-dimethylpiperazin-1-yl)pyridin-3-yl)oxy)-[1,1'-biphenyl]-3-yl)-N-methylmethanamine